(S)-4-((2-acetamidoethyl)(4-(5,6,7,8-tetrahydro-1,8-naphthyridin-2-yl)butyl)amino)-2-((2-methyl-2H-pyrazolo[4,3-d]pyrimidin-7-yl)amino)butanoic acid C(C)(=O)NCCN(CC[C@@H](C(=O)O)NC=1C=2C(N=CN1)=CN(N2)C)CCCCC2=NC=1NCCCC1C=C2